FC(C1CN(C1)C1=CC=C(C=N1)C1CN(C1)C(=O)N1CC2(C1)CC(C2)N2N=C(N=C2)C(F)(F)F)(F)F [3-[6-[3-(trifluoromethyl)azetidin-1-yl]-3-pyridinyl]azetidin-1-yl]-[6-[3-(trifluoromethyl)-1,2,4-triazol-1-yl]-2-azaspiro[3.3]heptan-2-yl]methanone